C1(=CC=CC=C1)C1=CN=C(S1)NC1C[C@@H]2[C@@H](CN(C2)CC2CCOCC2)C1 5-Phenyl-N-((3ar,5s,6as)-2-((tetrahydro-2H-pyran-4-yl)methyl)octahydrocyclopenta[c]pyrrol-5-yl)thiazol-2-amine